S1C=NC2=C1C=CC(=C2)C(CCCl)=O (benzo[d]thiazol-5-yl)-3-chloropropane-1-one